CNCCC1=CC=NC=C1 N-methyl-2-(4-pyridinyl)ethylamine